8-Chloro-2-(1-(4,4-difluorocyclohexyl)-1H-pyrazol-4-yl)-7-((7-fluoro-2-methyl-1H-benzo[d]imidazol-6-yl)oxy)quinoxaline ClC=1C(=CC=C2N=CC(=NC12)C=1C=NN(C1)C1CCC(CC1)(F)F)OC=1C=CC2=C(NC(=N2)C)C1F